C1(CCCC1)C1=C(C(NC(=N1)C=1C=NN(C1)CCC)=O)I 6-cyclopentyl-5-iodo-2-(1-propyl-1H-pyrazol-4-yl)-4(3H)-pyrimidinone